N-(1-(1H-pyrazol-4-yl)ethyl)-3-methyl-4-(1-(6-(trifluoromethyl)pyridin-3-yl)cyclopropyl)-1H-pyrrole-2-carboxamide N1N=CC(=C1)C(C)NC(=O)C=1NC=C(C1C)C1(CC1)C=1C=NC(=CC1)C(F)(F)F